Hydroxy-methylfurfural OC=1C(=C(C=O)OC1)C